2-((3'-(4-Chloro-2-fluorobenzyloxy)-2-fluorobiphenyl-4-yl)methyl)-1-(oxazol-5-ylmethyl)-1H-benzo[d]imidazole-6-carboxylic acid ClC1=CC(=C(COC=2C=C(C=CC2)C2=C(C=C(C=C2)CC2=NC3=C(N2CC2=CN=CO2)C=C(C=C3)C(=O)O)F)C=C1)F